(2-(benzo[d]thiazol-2-ylcarbonyl)-5-(4-((benzyloxy)carbonyl)piperazin-1-yl)phenylamino)imidazo[1,2-a]pyridine-8-carboxylate S1C(=NC2=C1C=CC=C2)C(=O)C2=C(C=C(C=C2)N2CCN(CC2)C(=O)OCC2=CC=CC=C2)NC=2N=C1N(C=CC=C1C(=O)[O-])C2